COC1=CC=C(C=C1)N1[C@H]([C@@H](CC1)CC(C1=CC=CC=C1)=O)C1=CC=CC=C1 (2R,3S)-1-(4-methoxyphenyl)-3-(2-oxo-2-phenylethyl)-2-phenylpyrrolidine